O=C1NC(CCC1C1=NN(C2=CC(=CC=C12)NC(OC(C)(C)C)=O)C)=O Tert-butyl (3-(2,6-dioxopiperidin-3-yl)-1-methyl-1H-indazol-6-yl)carbamate